3-(methoxycarbonyl)-9H-pyrido[3,4-b]indole-1-carboxylic acid COC(=O)C1=CC2=C(NC3=CC=CC=C23)C(=N1)C(=O)O